OC1=C(C=CC(=C1)C(F)(F)F)C=1C2=C(C(=NN1)N[C@H]1CN(CCC1)CC(=O)N1C[C@@H](CC1)O)COC2 2-((R)-3-((4-(2-hydroxy-4-(trifluoromethyl)phenyl)-5,7-dihydrofuro[3,4-d]pyridazin-1-yl)amino)piperidin-1-yl)-1-((R)-3-hydroxypyrrolidin-1-yl)ethan-1-one